3-(6-chloro-3-((1-(4,7-dimethyl-5-oxo-3-(pyridin-2-ylmethyl)-4,5-dihydro-3H-pyrazolo[3,4-c]isoquinolin-9-yl)ethyl)amino)pyridin-2-yl)-1,2,4-oxadiazol-5(4H)-one ClC1=CC=C(C(=N1)C1=NOC(N1)=O)NC(C)C=1C=2C3=C(N(C(C2C=C(C1)C)=O)C)N(N=C3)CC3=NC=CC=C3